ClC=1C=C(OC2=CC=C3CCN(CC3=C2)C(C=C)=O)C=CC1 1-(7-(3-chlorophenoxy)-3,4-dihydroisoquinolin-2(1H)-yl)prop-2-en-1-one